3-[5-[3-Methylphenyl]-1,3,4-oxadiazol-2-yl]propanoic acid CC=1C=C(C=CC1)C1=NN=C(O1)CCC(=O)O